NC=1C2=C(N=CN1)N(C1=C2C=2C([C@H]([C@@H](C1)C)O)=C(ON2)C2CC2)C(C)C (4S,5R)-11-amino-3-cyclopropyl-7-isopropyl-5-methyl-4,5,6,7-tetrahydroisoxazolo[4'',3'':6',7']cyclohepta[1',2':4,5]pyrrolo[2,3-d]pyrimidin-4-ol